(S)-5-fluoro-3-((R)-5-isopropyl-3-(isoquinolin-1-yl)-4,5-dihydroisoOxazole-5-carboxamido)-4-oxopentanoic acid propyl ester C(CC)OC(C[C@@H](C(CF)=O)NC(=O)[C@@]1(CC(=NO1)C1=NC=CC2=CC=CC=C12)C(C)C)=O